C1CCC2=CC(=CC=C12)CCN (2,3-dihydro-1H-inden-5-yl)ethylamine